(S)-N-(2-amino-1-(3-chlorophenyl)ethyl)-1-(2-((3,3-difluorocyclobutyl)amino)-5-methylpyrimidin-4-yl)-1H-imidazole-4-carboxamide NC[C@H](C1=CC(=CC=C1)Cl)NC(=O)C=1N=CN(C1)C1=NC(=NC=C1C)NC1CC(C1)(F)F